1-stearoyl-2-arachidonoyl-sn-glycero-3-phosphoinositol CCCCCCCCCCCCCCCCCC(=O)OC[C@H](COP(=O)(O)OC1C([C@@H](C(C(C1O)O)O)O)O)OC(=O)CCC/C=C\C/C=C\C/C=C\C/C=C\CCCCC